Cl.C1(=CC=CC=C1)C(NC(=O)C1=CN(CCS1)C1=C2N=CNC2=NC=N1)[C@@H]1NCCC1 N-(phenyl((R)-pyrrolidin-2-yl)methyl)-4-(9H-purin-6-yl)-3,4-dihydro-2H-1,4-thiazine-6-carboxamide hydrochloride